2-amino-4-ethoxy-6-((1S,2R)-2-hydroxycycloheptyl)-6,7-dihydro-5H-pyrrolo[3,4-d]pyrimidin-5-one NC=1N=C(C2=C(N1)CN(C2=O)[C@@H]2[C@@H](CCCCC2)O)OCC